1,3-diphenyl-4,4-bis(2-benzothiazolyl)-1-butanone C1(=CC=CC=C1)C(CC(C(C=1SC2=C(N1)C=CC=C2)C=2SC1=C(N2)C=CC=C1)C1=CC=CC=C1)=O